2-(6-{5-chloro-2-[(oxacyclohex-4-yl)amino]Pyrimidin-4-yl}-1-oxo-2,3-dihydro-1H-isoindol-2-yl)-N-methylpropanamide ClC=1C(=NC(=NC1)NC1CCOCC1)C1=CC=C2CN(C(C2=C1)=O)C(C(=O)NC)C